tert-butyl (5-((2-(((tert-butoxycarbonyl)amino)methyl)thiazol-5-yl)sulfonyl)-[1,1'-biphenyl]-3-yl)(methyl)carbamate C(C)(C)(C)OC(=O)NCC=1SC(=CN1)S(=O)(=O)C=1C=C(C=C(C1)C1=CC=CC=C1)N(C(OC(C)(C)C)=O)C